[Si](C)(C)(C(C)(C)C)OCCC1(NC2=C(N1C)C=CC(=C2)C(=O)N)NC=2OC1=C(N2)C=CC(=C1)C(C)(C)O 2-((tert-butyldimethylsilyloxy)ethyl)-2-((6-(2-hydroxy-prop-2-yl)benzo[d]oxazol-2-yl)amino)-1-methyl-1H-benzo[d]imidazole-5-carboxamide